(1r,3r)-3-((4-(8-chloro-7-((2-methyl-1H-benzo[d]imidazol-6-yl)oxy)quinoxalin-2-yl)-1H-pyrazol-1-yl)methyl)-1-methylcyclobutanol ClC=1C(=CC=C2N=CC(=NC12)C=1C=NN(C1)CC1CC(C1)(O)C)OC=1C=CC2=C(NC(=N2)C)C1